N-methyl-2-Methoxyethylamine CNCCOC